Styrylamine C(=CC1=CC=CC=C1)N